S(=O)(=O)(C(F)(F)F)C1=CC=C(CN2CCC3(CN(C3)C(=O)N3CC4(C3)NC(OC4)=O)CC2)C=C1 2-[7-(4-triflylbenzyl)-2,7-diazaspiro[3.5]nonane-2-carbonyl]-7-oxa-2,5-diazaspiro[3.4]octan-6-one